P(=O)(OC(C)N1N=CC(=C1)C=1SC=C(N1)C(NC=1C(=NN(C1)C1CCC(CC1)OCC)C1=NC=CC=N1)=O)(O)[O-] 1-(4-(4-((1-((1r,4r)-4-ethoxycyclohexyl)-3-(pyrimidin-2-yl)-1H-pyrazol-4-yl)carbamoyl)thiazol-2-yl)-1H-pyrazol-1-yl)ethyl hydrogen phosphate